[Si](C)(C)(C(C)(C)C)O[C@H]1[C@@](CCOCC1)(C(=O)OCC)O cis-ethyl 5-[(tert-butyldimethylsilyl)oxy]-4-hydroxyoxepane-4-carboxylate